((3-(4-(5-(2,3-Dihydro-1H-inden-4-yl)-6-methoxy-1H-pyrazolo[4,3-b]pyridin-3-yl)-1H-pyrazol-1-yl)azetidin-1-yl)sulfonyl)ethan-1-ol C1CCC2=C(C=CC=C12)C1=C(C=C2C(=N1)C(=NN2)C=2C=NN(C2)C2CN(C2)S(=O)(=O)C(C)O)OC